(fluoro)acetic acid ethyl ester C(C)OC(CF)=O